C1(CC1)N1CCN(CC1)C1CCN(CC1)C1=C(C=C(C(=C1)OC)NC1=NC=NC(=C1)N1OCC[C@@H]1C1=CC(=CC(=C1)F)F)NC(CC)=O (R)-N-(2-(4-(4-cyclopropylpiperazin-1-yl)piperidin-1-yl)-5-((6-(3-(3,5-difluorophenyl)isoxazolidin-2-yl)pyrimidin-4-yl)amino)-4-methoxyphenyl)propionamide